(1S,2S)-(+)-2-(dimethylamino)cyclohexane CN(C1CCCCC1)C